FC1=C(C(=CC(=C1)O[C@@H]1CN(CC1)CCCF)F)C1N(C(CC2=C1NC1=CC=CC=C21)C)CC(C)(C)F 1-[2,6-difluoro-4-[(3S)-1-(3-fluoropropyl)pyrrolidin-3-yl]oxyphenyl]-2-(2-fluoro-2-methyl-propyl)-3-methyl-1,3,4,9-tetrahydropyrido[3,4-b]indole